[K+].C(C(=C)C)(=O)OCCCS(=O)(=O)[O-] 3-Sulfopropyl Methacrylate Potassium Salt